FC(C1=CC=C(C=N1)[C@H]1C[C@H](CC1)N1CC2(CS(C2)(=O)=O)CC1)(F)F (cis)-6-(3-(6-(Trifluoromethyl)pyridin-3-yl)cyclopentyl)-2-thia-6-azaspiro[3.4]octane 2,2-dioxide